N-(5-chlorothiadiazol-2-yl)-1H-indazole-1-sulfonamide ClC1=CNN(S1)NS(=O)(=O)N1N=CC2=CC=CC=C12